(3-chloro-4-(4-(1,2,3,4-tetrahydropyrido[2,3-b]pyrazin-8-yl)thiophen-2-yl)phenyl)(4-hydroxypiperidin-1-yl)methanone ClC=1C=C(C=CC1C=1SC=C(C1)C1=CC=NC=2NCCNC21)C(=O)N2CCC(CC2)O